2,2'-dichloro-3'-(4-chloro-6-methoxy-5-((((5-oxopyrrolidin-2-yl)methyl)amino)methyl)pyridin-2-yl)-[1,1'-biphenyl] ClC1=C(C=CC=C1)C1=C(C(=CC=C1)C1=NC(=C(C(=C1)Cl)CNCC1NC(CC1)=O)OC)Cl